2-benzylbutane-1-one C(C1=CC=CC=C1)C(C=O)CC